C1(CC1)NS(=O)(=O)C1=CC=C(C=C1)NC(=O)NCC=1C=NC=CC1 1-[4-(cyclopropylsulfamoyl)phenyl]-3-(pyridin-3-ylmethyl)urea